C(C)C1=NC(=CC(=C1)C1=CC=CC=C1)C=1OC=CC1 2-ethyl-4-phenyl-6-(furan-2-yl)pyridine